C1(CC1)C1=NC=NC(=C1C=1C=CC(=C(C1)C1=NC(=NO1)C1=CC=C(C=C1)C=1N(C=C(N1)C(F)(F)F)C)F)OC 5-(5-(4-cyclopropyl-6-methoxypyrimidin-5-yl)-2-fluorophenyl)-3-(4-(1-methyl-4-(trifluoromethyl)-1H-imidazol-2-yl)phenyl)-1,2,4-oxadiazole